((2R,3R,4R,5R)-5-(2-amino-6-(methylamino)-9H-purin-9-yl)-3-(2-cyclohexylacetoxy)-4-fluoro-4-methyltetrahydrofuran-2-yl)methyl 2-phenylacetate C1(=CC=CC=C1)CC(=O)OC[C@H]1O[C@H]([C@]([C@@H]1OC(CC1CCCCC1)=O)(C)F)N1C2=NC(=NC(=C2N=C1)NC)N